BrC=1C=NN2C1N=C(N=C2NCC#N)SC {[8-bromo-2-(methylsulfanyl)pyrazolo[1,5-a][1,3,5]triazin-4-yl]amino}acetonitrile